O=C1NC(CCC1N1C(C2=C3CC(=C(C=C13)CC1=CC=C(C(=O)OCC)C=C1)C=C2)=O)=O ethyl 4-((1-(2,6-dioxopiperidin-3-yl)-2-oxo-1,2-dihydrobenzo[ctZ]indol-5-yl)methyl)benzoate